CN1S(C=2N(C(C1)C(=O)[O-])C(C(=C(C2C2=CC(=CC=C2)C(F)(F)F)CC2=CC=CC1=CC=CC=C21)NC2CCCC2)=O)(=O)=O Methyl-7-(cyclopentylamino)-8-(naphthalen-1-ylmethyl)-6-oxo-9-(3-(trifluoromethyl)phenyl)-3,4-dihydro-2H,6H-pyrido[1,2-e][1,2,5]thiadiazine-4-carboxylate 1,1-dioxide